4-((2-Hydroxyethyl)sulfonamido)-N-(2-isopropyl-6-methylpyrimidin-4-yl)-2-(6-azaspiro[2.5]octan-6-yl)benzamide OCCS(=O)(=O)NC1=CC(=C(C(=O)NC2=NC(=NC(=C2)C)C(C)C)C=C1)N1CCC2(CC2)CC1